ClC=1C=CC(=C(C1)N1CCNCC1)C 1-(5-chloro-2-methyl-phenyl)-piperazine